C(C)(C)(C)[Si](F)(C1=CC=C(C=C1)CO[Si](C)(C)C(C)(C)C)C(C)(C)C Di-tert-butyl-[4-((tert-butyldimethylsilyloxy)methyl)phenyl]fluorosilane